C(CCCCCCC\C=C/CCCCCCCC)(=O)NCCCCCCNC(CCCCCCC\C=C/CCCCCCCC)=O N,N'-hexamethylenebis(oleamide)